P(O)OPO.C(C)(C)(C)C1=C(C=CC(=C1)C(C)(C)C)C1=C(C(=C(C=2C3=CC=CC=C3C12)C1=C(C=C(C=C1)C(C)(C)C)C(C)(C)C)C1=C(C=C(C=C1)C(C)(C)C)C(C)(C)C)C1=C(C=C(C=C1)C(C)(C)C)C(C)(C)C tetrakis(2,4-di-tert.-butylphenyl)biphenylene diphosphonite